C(#N)C1=C(C(=C(N=N1)OC1=C(C=C(C=C1)F)C)C(=O)NC1=CC(=CC=C1)SC)C 6-cyano-3-(4-fluoro-2-methyl-phenoxy)-5-methyl-N-(3-methylsulfanylphenyl)pyridazine-4-carboxamide